BrC1=NC(=CC(=C1)[C@@H]1[C@H](N(CCO1)C(=O)OC(C)(C)C)COC)Cl tert-butyl (2R,3R)-2-(2-bromo-6-chloropyridin-4-yl)-3-(methoxymethyl)morpholine-4-carboxylate